CC1=CC(=NN1)NC=1C2=C(N=C(N1)NC1CC3CCC(C1)N3CCC#N)OCCC2 3-((3-exo)-3-((4-((5-methyl-1H-pyrazol-3-yl)amino)-6,7-dihydro-5H-pyrano[2,3-d]pyrimidin-2-yl)amino)-8-azabicyclo[3.2.1]oct-8-yl)propionitrile